methyl (2E,5R)-5-[(1R,3aS,3bS,7S,9aR,9bS,11aR)-7-acetoxy-9a,11a-dimethyl-2,3,3a,3b,4,6,7,8,9,9a,9b,10,11,11a-tetradecahydro-1H-cyclopenta[1,2-a]phenanthren-1-yl]hex-2-enoate C(C)(=O)O[C@H]1CC[C@@]2([C@H]3CC[C@]4([C@H]([C@@H]3CC=C2C1)CC[C@@H]4[C@@H](C/C=C/C(=O)OC)C)C)C